bisphenol A bis(xylenyl)phosphate C1(C(C=CC=C1)C)(C)OP(=O)(OC1(C(C=CC=C1)C)C)O.OC1=CC=C(C=C1)C(C)(C)C1=CC=C(C=C1)O